C(C1=CC=CC=C1)N1C[C@@H]2[C@H]3C(N[C@]([C@@H]([C@H]31)CC(C)C)(C2)C(=O)NCC2=CC=C(C=C2)O)=O |o1:9,10,13,14,15| (3S*,3aR*,6S*,7R*,7aR*)-1-benzyl-N-(4-hydroxybenzyl)-7-isobutyl-4-oxooctahydro-6H-3,6-methanopyrrolo[3,2-c]pyridine-6-carboxamide